2,2-dihydroxyethyl disulfide OC(CSSCC(O)O)O